2-chloro-6-(1-methylpyrrolidin-3-yl)-4-morpholinofuro[3,2-d]pyrimidine ClC=1N=C(C2=C(N1)C=C(O2)C2CN(CC2)C)N2CCOCC2